{4-[2-amino-3-(p-chlorophenyl)-4-pyridinyl]-1-{[p-(trifluoromethyl)phenyl]methyl}-1H-pyrazol-3-yl}methanol NC1=NC=CC(=C1C1=CC=C(C=C1)Cl)C=1C(=NN(C1)CC1=CC=C(C=C1)C(F)(F)F)CO